2,4-bis[N-(1-cyclohex-yloxy-2,2,6,6-tetramethylpiperidine-4-yl)-N-butylamino]-6-(2-hydroxyethyl)amino-1,3,5-triazine C1(CCCCC1)ON1C(CC(CC1(C)C)N(CCCC)C1=NC(=NC(=N1)N(C1CC(N(C(C1)(C)C)OC1CCCCC1)(C)C)CCCC)NCCO)(C)C